4-amino-3-(difluoromethyl)-1H-pyridine NC1=C(CNC=C1)C(F)F